CN1CCN(CC1)CC(=O)NC1CCCC=2C3=CC(=CC=C3NC12)C1=CC=CC=C1 2-(4-methylpiperazin-1-yl)-N-(6-phenyl-2,3,4,9-tetrahydro-1H-carbazol-1-yl)acetamide